1-(β-ethoxycarbonylallylamino)-9,10-anthraquinone C(C)OC(=O)C(CNC1=CC=CC=2C(C3=CC=CC=C3C(C12)=O)=O)=C